methyl (2S,4R)-4-cyclohexyl-1-((4-phenoxybutanoyl)glycyl)pyrrolidine-2-carboxylate C1(CCCCC1)[C@H]1C[C@H](N(C1)C(CNC(CCCOC1=CC=CC=C1)=O)=O)C(=O)OC